ClC1=C(C=C(C=C1)Cl)C1=CC(=CC=C1)C(CC(=O)[O-])NC(=O)NC=1C(N(C=C(C1O)C)C)=O.[Na+].C1(CCCC1)NC1=NC(=NC=C1CO)SC (4-(cyclopentylamino)-2-(methylthio)pyrimidin-5-yl)methanol Natrium 3-(2',5'-Dichlorobiphenyl-3-yl)-3-(3-(4-hydroxy-1,5-dimethyl-2-oxo-1,2-dihydropyridin-3-yl)ureido)propanoat